BrC=1C=CC(=C(C(=O)C(C(C)=O)C(C)=O)C1)[N+](=O)[O-] 3-(5-bromo-2-nitrobenzoyl)pentane-2,4-dione